CC1NCCC2=C1SC=N2 4-Methyl-4,5,6,7-tetrahydrothiazolo[5,4-c]pyridine